(2-cyanoethyl)carbamic acid tert-butyl ester C(C)(C)(C)OC(NCCC#N)=O